C(#N)C=1C=NN2C1C(=CC(=C2)/C=C/C(=O)OC)OS(=O)(=O)C(F)(F)F methyl (E)-3-(3-cyano-4-(((trifluoromethyl)sulfonyl)oxy)pyrazolo[1,5-a]pyridin-6-yl)acrylate